C(C)CC(CC(=O)[O-])=O.C(C)CC(CC(=O)[O-])=O.[Mo+2] molybdenum bis(ethylacetoacetate)